C(C)(C)(C)OC(=O)N1C(C=2C(CC1)=C(N(N2)C)C2=NC(=CC(=C2)CS(=O)(=O)C)Cl)C 3-[6-chloro-4-(methylsulfonylmethyl)-2-pyridinyl]-2,7-dimethyl-5,7-dihydro-4H-pyrazolo[3,4-c]pyridine-6-carboxylic acid tert-butyl ester